7-(3,4-dichlorophenyl)-1-(2-morpholinoethyl)-3,4-dihydroquinolin-2(1H)-one ClC=1C=C(C=CC1Cl)C1=CC=C2CCC(N(C2=C1)CCN1CCOCC1)=O